ClC=1C(=NC=CC1C1=C(C(=CC=C1)C1=NC(=C(C=C1)CNC)OC)Cl)C=1C=C(CNC[C@@H](CC(=O)O)O)C=C(C1)OC (R)-4-((3-(3-chloro-4-(2-chloro-3-(6-methoxy-5-((methylamino)methyl)pyridin-2-yl)phenyl)pyridin-2-yl)-5-methoxybenzyl)amino)-3-hydroxybutanoic acid